(S)-5-((6-phenyl-2-toluenesulfonyl-2,3,4,5-tetrahydropyridazin-3-yl)methyl)-1H-indole-1-carboxylic acid tert-butyl ester C(C)(C)(C)OC(=O)N1C=CC2=CC(=CC=C12)C[C@H]1N(N=C(CC1)C1=CC=CC=C1)S(=O)(=O)CC1=CC=CC=C1